(2S,4r)-1-[(2S)-2-(4-cyclopropyltriazol-1-yl)-3,3-dimethyl-butyryl]-4-hydroxy-N-[2-hydroxy-1-(2-isopropylthiazol-4-yl)ethyl]pyrrolidine-2-carboxamide C1(CC1)C=1N=NN(C1)[C@H](C(=O)N1[C@@H](C[C@H](C1)O)C(=O)NC(CO)C=1N=C(SC1)C(C)C)C(C)(C)C